C(C)NC(C1=C(C=CC=C1)SC1=CC=C2C(=NNC2=C1)\C=C\C=1C=NN(C1)CCCN1CCCC1)=O N-ethyl-2-({3-[(E)-2-{1-[3-(pyrrolidin-1-yl)propyl]-1H-pyrazol-4-yl}vinyl]-1H-indazol-6-yl}thio)benzamide